C[C@@H]1[C@@H](C(=O)[C@H]([C@H](O1)OP(=O)(O)OP(=O)(O)OC[C@@H]2[C@H](C[C@@H](O2)N3C=C(C(=O)NC3=O)C)O)O)O The molecule is a dTDP-sugar having 6-deoxy-alpha-D-galact-3-ulose (3-dehydro-6-deoxy-alpha-D-xylo-hexose) as the sugar component. It is a dTDP-sugar and a secondary alpha-hydroxy ketone. It is a conjugate acid of a dTDP-3-dehydro-6-deoxy-alpha-D-galactose(2-).